3-bromonaphthalene-2,7-diol BrC=1C(=CC2=CC(=CC=C2C1)O)O